(Z)-3-(4-Chlorophenyl)-1-[2,4-dihydroxy-6-[(2S,3S,4R,5S,6S)-3,4,5-trihydroxy-6-(hydroxymethyl)oxan-2-yl]oxyphenyl]prop-2-en-1-one ClC1=CC=C(C=C1)\C=C/C(=O)C1=C(C=C(C=C1O[C@@H]1O[C@H]([C@H]([C@H]([C@@H]1O)O)O)CO)O)O